2-(4-chlorobenzoyl)-3-fluoro-5-pyridinecarboxylic acid ClC1=CC=C(C(=O)C2=NC=C(C=C2F)C(=O)O)C=C1